C(C)(C)(C)N(C(O)=O)C[C@@H]1CN([C@@H](C1)COC=1C=C(C=C(C1)C1=CC=C(C=C1)F)C1=CC=C(C=C1)F)CC1=CC=CC=C1.C(C(C)C)C1=CC=C(C=C1)C(CC(=O)C1=CC2=CC=CC=C2C=C1)C 3-(4-isobutylphenyl)-1-(naphthalen-2-yl)butan-1-one tert-butyl-(((3S,5S)-1-benzyl-5-(((4,4''-difluoro-[1,1':3',1''-terphenyl]-5'-yl)oxy)methyl)pyrrolidin-3-yl)methyl)carbamate